(S*)-3-Ethyl-N5-((1R,3R,5S,6r)-3-hydroxybicyclo[3.1.0]hexan-6-yl)-N7-methyl-3-phenyl-2,3-dihydrobenzofuran-5,7-dicarboxamide C(C)[C@]1(COC2=C1C=C(C=C2C(=O)NC)C(=O)NC2[C@H]1CC(C[C@@H]21)O)C2=CC=CC=C2 |o1:2|